(S)-4-((2,2-difluoroethyl)(4-(5,6,7,8-tetrahydro-1,8-naphthyridin-2-yl)butyl)amino)-2-((5-(trifluoromethyl)pyrimidin-2-yl)amino)butanoic acid FC(CN(CC[C@@H](C(=O)O)NC1=NC=C(C=N1)C(F)(F)F)CCCCC1=NC=2NCCCC2C=C1)F